C(CCCCCCCCCCC)OP(=O)([O-])[O-].[K+].[K+] potassium lauryl-phosphate salt